6-(2,6-dichlorophenyl)-2-((5-(3-hydroxypropoxy)pyridin-2-yl)amino)-8-methylpyrido[2,3-d]pyrimidin-7(8H)-one ClC1=C(C(=CC=C1)Cl)C1=CC2=C(N=C(N=C2)NC2=NC=C(C=C2)OCCCO)N(C1=O)C